3-tert-butyl-1-ethyl-4-hydroxy-5-isopropyl-pyrazole C(C)(C)(C)C1=NN(C(=C1O)C(C)C)CC